F.CO methanol hydrofluoride salt